(S)-1-(2-(Morpholin-3-yl)benzyl)-2-thioxo-1,2,3,5-tetrahydro-4H-pyrrolo[3,2-d]pyrimidin-4-one N1[C@H](COCC1)C1=C(CN2C(NC(C3=C2C=CN3)=O)=S)C=CC=C1